[3-[[[(7R)-3,4-dimethoxybicyclo[4.2.0]octa-1,3,5-trien-7-yl]methyl]methylamino]propyl]-1,3-dihydro-2H-benzazepin-2-one COC=1C=C2C[C@H](C2=CC1OC)CN(CCCN1C(CC=CC2=C1C=CC=C2)=O)C